2-Methoxy-N-(8'-methoxy-4'H-spiro[cyclopropane-1,5'-naphtho[2,1-d]isoxazol]-3'-yl)benzenesulfonamide COC1=C(C=CC=C1)S(=O)(=O)NC1=NOC2=C1CC1(C3=CC=C(C=C32)OC)CC1